3-cyano-N-(3-cyano-4-methyl-1H-indol-7-yl)benzenesulfonamide C(#N)C=1C=C(C=CC1)S(=O)(=O)NC=1C=CC(=C2C(=CNC12)C#N)C